triformyl-phloroglucinol tert-butyl-4-((2-iodo-1-(2,2,2-trifluoroethyl)-1H-indol-4-yl)amino)piperidine-1-carboxylate C(C)(C)(C)C1N(CCC(C1)NC1=C2C=C(N(C2=CC=C1)CC(F)(F)F)I)C(=O)OC1=C(C(O)=C(C(O)=C1C=O)C=O)C=O